C12(OCC3=CC(=CC=C13)CC#N)COCC2 2-(4,5-dihydro-2H,3'H-spiro[furan-3,1'-isobenzofuran]-5'-yl)acetonitrile